C12C(CC(CC1)C2)P(C2C1CCC(C2)C1)=[Se] di-2-norbornylphosphine selenide